ClC1=NC=C(C(=N1)NCCOCCO)C(=O)N 2-chloro-4-((2-(2-hydroxyethoxy)ethyl)amino)pyrimidin-5-carboxamide